FC(C)(F)C1=NN(C(=C1C)C(=O)NC1=CC(=NC=C1)S(=O)(=O)C)CC12CC(C1)(C2)C(F)(F)F 3-(1,1-difluoroethyl)-4-methyl-N-(2-(methylsulfonyl)pyridin-4-yl)-1-((3-(trifluoromethyl)bicyclo[1.1.1]pentan-1-yl)methyl)-1H-pyrazole-5-carboxamide